2-(4-(3-chloropropoxy)phenyl)-3-methoxy-1-methyl-1,8-naphthyridin-4(1H)-one ClCCCOC1=CC=C(C=C1)C=1N(C2=NC=CC=C2C(C1OC)=O)C